(R)-6-((3,5-difluoro-4-((1-(trifluoromethyl)-1H-pyrazol-4-yl)oxy)benzyl)oxy)-10,10a-dihydro-1H-oxazolo[3',4':3,4]imidazo[1,2-c]pyrimidin-8(3H)-one FC=1C=C(COC=2C=C3N(C(N2)=O)C[C@H]2N3COC2)C=C(C1OC=1C=NN(C1)C(F)(F)F)F